tert-butyl (2-(7-(3-fluoro-4-(trifluoromethyl)phenoxy)-3,4-dihydroisoquinolin-2(1H)-yl)-2-oxoethyl)carbamate FC=1C=C(OC2=CC=C3CCN(CC3=C2)C(CNC(OC(C)(C)C)=O)=O)C=CC1C(F)(F)F